N-(4-((2-(1,1-difluoroethyl)-6-ethylpyrimidin-4-yl)amino)-5-(3-fluoropropoxy)pyridin-2-yl)acetamide FC(C)(F)C1=NC(=CC(=N1)NC1=CC(=NC=C1OCCCF)NC(C)=O)CC